N-(8-fluoro-2-methylimidazo[1,2-a]pyridin-6-yl)-4-((3R,5S)-3,4,5-trimethylpiperazin-1-yl)-2,3-dihydro-1H-pyrrolo[2,3-b]pyridine-1-carboxamide 2,2,2-trifluoroacetate FC(C(=O)O)(F)F.FC=1C=2N(C=C(C1)NC(=O)N1CCC=3C1=NC=CC3N3C[C@H](N([C@H](C3)C)C)C)C=C(N2)C